C(C)(C)N1N2C(C3=CC(=C(C=C3C1)C=1C=NN(C1)CC(C)C)OC)=CC(C(=C2)C(=O)O)=O 6-isopropyl-9-(1-isobutyl-1H-pyrazol-4-yl)-10-methoxy-2-oxo-6,7-dihydro-2H-pyrido[2,1-a]phthalazine-3-carboxylic acid